F[C@H]1CN(CC[C@H]1NC=1C=2C=C(N(C2C=CC1)CC(F)(F)F)I)C N-[(3S,4R)-3-fluoro-1-methyl-4-piperidyl]-2-iodo-1-(2,2,2-trifluoroethyl)indol-4-amine